6-ethyl-5,6-dihydropyran-2-one C(C)C1CC=CC(O1)=O